N-HydroxyQuinazolinedione ON1C(NC(C2=CC=CC=C12)=O)=O